tert-butyl N-[1-({5-[(5-hydroxypentyl)carbamoyl]-1-methyl-1H-pyrazol-4-yl}sulfonyl)piperidin-4-yl]carbamate OCCCCCNC(=O)C1=C(C=NN1C)S(=O)(=O)N1CCC(CC1)NC(OC(C)(C)C)=O